(S)-3-(1-(4-chloro-2-(methoxymethoxy)phenyl)-2-oxo-1,2-dihydro-3H-imidazo[4,5-b]pyridin-3-yl)pyrrolidine-1-carboxylic acid tert-butyl ester C(C)(C)(C)OC(=O)N1C[C@H](CC1)N1C(N(C=2C1=NC=CC2)C2=C(C=C(C=C2)Cl)OCOC)=O